O1C2C(NCC1)CNC2 3,4,4a,5,7,7a-hexahydro-2H-pyrrolo[3,4-b][1,4]oxazine